C(C)OC(=O)C=1C(=NN(C1)C)C(F)(F)F 3-trifluoromethyl-1-methyl-1H-4-pyrazolecarboxylic acid ethyl ester